8-(2-Chlorobenzyl)-2-((5-methylfuran-2-yl)methyl)-6-phenylimidazo[1,2-a]pyrazin-3(7H)-one ClC1=C(CC2=C3N(C=C(N2)C2=CC=CC=C2)C(C(=N3)CC=3OC(=CC3)C)=O)C=CC=C1